tert-butyl 3-(4-((3-nitro-6-phenylpyridin-2-yl)amino)phenyl)azetidine-1-carboxylate [N+](=O)([O-])C=1C(=NC(=CC1)C1=CC=CC=C1)NC1=CC=C(C=C1)C1CN(C1)C(=O)OC(C)(C)C